S1C(=NC2=C1C=CC=C2)NC2=C(C=C(N=N2)N(C=2SC(=C(N2)C(=O)O)CCCOC2=C(C=C(C=C2)C#CCN(C)C)F)CCCO)C 2-[[6-(1,3-benzothiazol-2-ylamino)-5-methyl-pyridazin-3-yl]-(3-hydroxypropyl)amino]-5-[3-[4-[3-(dimethylamino)prop-1-ynyl]-2-fluoro-phenoxy]propyl]thiazole-4-carboxylic acid